4,6-dimethylpyrimidin-2-ol CC1=NC(=NC(=C1)C)O